O1CCN2C=C(CC3=CC=CC1=C23)C(=O)O.NC(C)(C)CO 2-amino-2-(hydroxymethyl)propane dihydro-7H-[1,4]oxazino[2,3,4-ij]quinoline-6-carboxylate